1-isopropyl-4-(4,4,5,5-tetramethyl-1,3,2-dioxaborolan-2-yl)-1h-pyrazole C(C)(C)N1N=CC(=C1)B1OC(C(O1)(C)C)(C)C